C1(CC1)C=1C=NC(=NC1)N[C@H]1CNCC1 (R)-5-cyclopropyl-N-(pyrrolidin-3-yl)pyrimidin-2-amine